ClC1=CC(=NC=C1C(CC)=O)C1(CC1)C(=O)N (4-chloro-5-propionylpyridin-2-yl)cyclopropanecarboxamide